N-(3-chloro-2-hydroxypropyl)-N,N-dimethyldodecan-1-aminium chloride [Cl-].ClCC(C[N+](CCCCCCCCCCCC)(C)C)O